2-(6-chloropyridin-3-yl)-N-(4-(7-((1-ethylpiperidin-4-yl)methoxy)-6-methoxyquinazoline-4-yl)phenyl)acetamide ClC1=CC=C(C=N1)CC(=O)NC1=CC=C(C=C1)C1=NC=NC2=CC(=C(C=C12)OC)OCC1CCN(CC1)CC